NC1=NC=2C=C(C=CC2C2=C1COC2)CN(C(=O)C=2C=NC(=CC2)C#N)C2=CC=CC=1C(CCS(C12)(=O)=O)(F)F N-({4-amino-1H,3H-furo[3,4-c]quinolin-7-yl}methyl)-6-cyano-N-(4,4-difluoro-1,1-dioxo-3,4-dihydro-2H-1λ6-benzothiopyran-8-yl)pyridine-3-carboxamide